1-(5Z,8Z,11Z,14Z-eicosatetraenoyl)-2-(9Z-heptadecenoyl)-glycero-3-phosphocholine C(C=C\C=C/C=C\C=C/CCCCCCCCCCC)(=O)OCC(OC(C=CCCCCCCCCCCCCCC)=O)COP(=O)([O-])OCC[N+](C)(C)C